C(C)(C)(CC)OOC(C)(C)CC Di-tertiary amyl peroxide